(+-)-3-METHYLCYCLOPENTADECANONE C[C@H]1CC(CCCCCCCCCCCC1)=O |r|